FC1=CC=C(C=C1)C12C[C@H](C(C1)(C2)C(=O)C2=CC1=CC=CC=C1C=C2)C2=NC=CC=C2 ((1R,2R,4S)-4-(4-fluorophenyl)-2-(pyridin-2-yl)bicyclo[2.1.1]hexan-1-yl)(naphthalen-2-yl)methanone